O=C1N=C(C=C2N1CC13N2CC(C1)C3)OCC=3C(=C(C#N)C=CC3)OC3=CC(=CC=C3)C(F)(F)F (((1-oxo-7,8-dihydro-1H,6H,9H-7,8a-methanopyrrolo[1',2':3,4]imidazo[1,2-c]pyrimidin-3-yl)oxy)methyl)-2-(3-(trifluoromethyl)phenoxy)benzonitrile